ClC=1C=2N(C=CN1)C(=NC2)C2CN(CC2)C(=O)OCC2=CC=CC=C2 Benzyl 3-(8-chloroimidazo[1,5-a]pyrazin-3-yl)pyrrolidine-1-carboxylate